FC=1C(=NNC1)C1CCNCC1 4-(4-fluoro-1H-pyrazol-3-yl)piperidine